rac-methyl (R)-7-(sec-butoxy)-2-(1-methyl-2-oxabicyclo[2.1.1]hexan-4-yl)imidazo[1,2-a]pyrimidine-6-carboxylate [C@@H](C)(CC)OC1=NC=2N(C=C1C(=O)OC)C=C(N2)C21COC(C2)(C1)C |r|